C(=O)(O)[C@@H](O)[C@H](O)C(=O)O.N[C@@H](C(=O)N[C@@H](C(=O)N)CC(C)C)CC1=CC=CC=C1 (2R)-2-[[(2R)-2-amino-3-phenyl-propionyl]amino]-4-methyl-pentanamide D-tartrate